tert-butyl N-(2-{3-[(tert-butyldiphenylsilyl)oxy]-3-cyanoazetidine-1-yl}ethyl)carbamate [Si](C1=CC=CC=C1)(C1=CC=CC=C1)(C(C)(C)C)OC1(CN(C1)CCNC(OC(C)(C)C)=O)C#N